(4-bromo-3-fluorophenyl)(methyl)sulfane calcium dinonylnaphthalenesulfonate salt C(CCCCCCCC)C=1C(=C(C2=CC=CC=C2C1)S(=O)(=O)[O-])CCCCCCCCC.[Ca+2].BrC1=C(C=C(C=C1)SC)F.C(CCCCCCCC)C=1C(=C(C2=CC=CC=C2C1)S(=O)(=O)[O-])CCCCCCCCC